CC1(OB(OC1(C)C)C1=CC=C(O1)C(=O)OC)C methyl 5-(4,4,5,5-tetramethyl-1,3,2-dioxaborolan-2-yl)furan-2-carboxylate